C(C)P(SSP(CC)CC)CC 1,2-bis(diethylphosphaneyl)disulfane